C1(C(=CC(C=C1)=O)O)=O benzoquinonol